thioglucose S=C[C@H](O)[C@@H](O)[C@H](O)[C@H](O)CO